ClC1=CC(=NC=N1)N1C[C@@H](O[C@@H](C1)C)C (2s,6r)-4-(6-chloropyrimidin-4-yl)-2,6-dimethylmorpholine